FC(C1=CC(=NN1C1=CC=C(C=C1)OC(F)(F)F)C1CCNCC1)F 4-[5-(difluoromethyl)-1-[4-(trifluoromethoxy)phenyl]pyrazol-3-yl]piperidine